COC(=O)C=1C(=NOC1C1CC1)C=1C(=NC=CC1)C(F)(F)F 5-cyclopropyl-3-(2-(trifluoromethyl)pyridin-3-yl)isoxazole-4-carboxylic acid methyl ester